C(C1=CC=CC=C1)OC1=C(C(=O)C2NCC3=CC(=CC=C23)C(=O)O)C(=CC(=C1C)O)O 2-(Benzyloxy)-4,6-dihydroxy-3-methylbenzoyl-isoindoline-5-carboxylic acid